(R)-2-methyl-N-{(E)-(2-methyl-1-oxo-1,2-dihydroisoquinolin-5-yl)[1-(spiro[2.2]pentan-1-yl)-1H-1,2,3-triazol-4-yl]methylene}propane-2-sulfenamide CC(C)(C)S/N=C(/C=1N=NN(C1)[C@@H]1CC12CC2)\C2=C1C=CN(C(C1=CC=C2)=O)C